2-[(1R,3R)-3-[(2S,3S)-2-{[(2R)-1-[(tert-Butoxy)carbonyl]piperidin-2-yl]formamido}-N-hexyl-3-methylpentanamido]-1-hydroxy-4-methylpentyl]-1,3-thiazole-4-carboxylic acid C(C)(C)(C)OC(=O)N1[C@H](CCCC1)C(=O)N[C@H](C(=O)N(CCCCCC)[C@H](C[C@@H](O)C=1SC=C(N1)C(=O)O)C(C)C)[C@H](CC)C